tert-butyl (3S)-3-[(8-carbamoyl-6-{6-methyl-7-oxo-4H,5H,6H,7H,8H-pyrazolo[1,5-d][1,4]diazepin-2-yl}pyrido[3,2-d]pyrimidin-4-yl)amino]piperidine-1-carboxylate C(N)(=O)C1=CC(=NC2=C1N=CN=C2N[C@@H]2CN(CCC2)C(=O)OC(C)(C)C)C2=NN1CC(N(CCC1=C2)C)=O